2-{2-[(1s,4s)-4-{[rel-(6S,7R)-2-oxo-1,8-diazaspiro[5.5]undecan-7-yl]methoxy}cyclohexyl]phenoxy}acetic acid hydrochloride Cl.O=C1N[C@]2(CCC1)[C@@H](NCCC2)COC2CCC(CC2)C2=C(OCC(=O)O)C=CC=C2 |o1:4,8|